CC=1N=C(OC1)C=1N=C(C=2N(C1)N=CC2)O[C@H]2CCN(CCC2)C(C=C)=O (R)-1-(4-((6-(4-methyloxazol-2-yl)pyrazolo[1,5-a]pyrazin-4-yl)oxy)azepan-1-yl)prop-2-en-1-one